O=C(C(=O)ON1C(=NC(=C1C1=CC=CC=C1)C1=CC=CC=C1)C1=C(C=CC=C1)Cl)C 2-(2-chlorophenyl)-4,5-diphenyl-1H-imidazol-1-yl 2-oxopropanoate